(S)-N-(4-methyl-5-(4-morpholinyl-3-oxo-2-(1,1,1-trifluoropropan-2-yl)-2,3-dihydro-1H-pyrrolo[3,4-c]pyridin-6-yl)thiazol-2-yl)acetamide CC=1N=C(SC1C1=CC2=C(C(=N1)N1CCOCC1)C(N(C2)[C@H](C(F)(F)F)C)=O)NC(C)=O